C1(CCCCC1)CC1=CC=C(N=N1)NC(=O)C1=NN(C(CC1)=O)C N-[6-(cyclohexylmethyl)pyridazin-3-yl]-1-methyl-6-oxo-1,4,5,6-tetrahydropyridazine-3-carboxamide